COC(=O)C1CCC(CC1)CO (1R,4r)-Methyl 4-(hydroxymethyl)cyclohexanecarboxylate